dimethyltetrachlorooxypropionic acid COC(C(C(OCl)(OCl)C)(OCl)OCl)=O